COC=1C(=CC=2C(=C3C(=NC2C1)CCOCC3)N[C@H]3CNCCC3)OC (3R)-N-{8,9-dimethoxy-1H,2H,4H,5H-oxepino[4,5-b]quinolin-11-yl}piperidin-3-amine